C(CCCCCCC\C=C/CCCCCCCC)(=O)O.[S] sulfur oleic acid